tris(tribromopentyl)phosphate BrC(CCCCOP(=O)(OCCCCC(Br)(Br)Br)OCCCCC(Br)(Br)Br)(Br)Br